(2-(benzo[c][1,2,5]oxadiazol-5-ylmethoxy)-4-((2-bromo-[1,1'-biphenyl]-3-yl)methoxy)-5-chlorobenzyl)-L-serine N=1ON=C2C1C=CC(=C2)COC2=C(CN[C@@H](CO)C(=O)O)C=C(C(=C2)OCC=2C(=C(C=CC2)C2=CC=CC=C2)Br)Cl